trans-1-chloro-3-(3-methoxystyryl)benzene ClC1=CC(=CC=C1)\C=C\C1=CC(=CC=C1)OC